[2H]C1([C@@](C([C@@H]2CC[C@H]3[C@@H]4CC[C@H]([C@@H](CCCC(C)C)C)[C@]4(CC[C@@H]3[C@]2(C1)C)C)([2H])[2H])(O)[2H])[2H] 2,2,3,4,4-pentadeuterio-5a-cholestan-3β-ol